C(C1=CC=CC=C1)(=O)OC1=CC=C(C=C1)[2H] phenyl-4-d benzoate